CN(C)CC1=NC(=C(C2=CC=C(C=C12)OC1=CC=CC=C1)O)C(=O)NCC(=O)OCC ethyl (1-((dimethylamino)methyl)-4-hydroxy-7-phenoxy-isoquinoline-3-carbonyl)glycinate